O=C1[C@@H]2[C@H](N([C@H](C1)CC2)C(=O)OC(C)(C)C)C(=O)OCC2=CC=CC=C2 3-benzyl 2-tert-butyl (1S,3S,4S)-5-oxo-2-azabicyclo[2.2.2]octane-2,3-dicarboxylate